NCC(=O)N1CCOCC1 2-amino-1-(morpholin-4-yl)ethanone